3-[6-(2,2-diethoxyethoxy)-1-methyl-indazol-3-yl]piperidine-2,6-dione C(C)OC(COC1=CC=C2C(=NN(C2=C1)C)C1C(NC(CC1)=O)=O)OCC